COC[C@@H](CNC1=NC=C(C=2C1=NC=CN2)OC2=CC=C(C=C2)C(F)(F)F)O (R)-1-methoxy-3-((8-(4-(trifluoromethyl)phenoxy)pyrido[3,4-b]pyrazin-5-yl)amino)propan-2-ol